3-[3-(1-Methyl-6-{[(3-methylphenyl)methyl]oxy}-3-(trifluoromethyl)pyrazolo[3,4-b]pyridin-5-yl)-1,2,4-oxadiazepin-5-yl]aniline CN1N=C(C=2C1=NC(=C(C2)C2=NOC=CC(=N2)C=2C=C(N)C=CC2)OCC2=CC(=CC=C2)C)C(F)(F)F